CC=1C(=NC(=CN1)C1=CC(=CC=C1)C(NC1=CC=C(C=C1)OCCC1=CC=CC=C1)=O)C(=O)O 3-methyl-6-(3-((4-phenethoxy-phenyl)carbamoyl)phenyl)pyrazine-2-carboxylic acid